2,4,5-trimethoxyphenylpropanol COC1=C(C=C(C(=C1)OC)OC)C(CC)O